5-[4-(2,6-difluoro-4-{[(5R)-5-fluoro-5-(hydroxymethyl)-5,6-dihydro-4H-1,3-oxazin-2-yl]amino}phenoxy)-1H-pyrrolo[2,3-b]pyridin-3-yl]-2-[(propan-2-yl)oxy]benzonitrile FC1=C(OC2=C3C(=NC=C2)NC=C3C=3C=CC(=C(C#N)C3)OC(C)C)C(=CC(=C1)NC=1OC[C@@](CN1)(CO)F)F